FC1=C(C=C(C=C1)B1OC(C(O1)(C)C)(C)C)C=1C=NC=CC1 3-[2-fluoro-5-(4,4,5,5-tetramethyl-1,3,2-dioxaborolan-2-yl)phenyl]pyridine